ClC=1C(=NC2=CC=CC(=C2C1)F)N chloro-5-fluoroquinolin-2-amine